2-oxo-2-((3-methoxypropyl)amino)ethyl acrylate C(C=C)(=O)OCC(NCCCOC)=O